methyl (S)-3-(3-(3,5-dimethyl-1H-pyrazol-1-yl)phenyl)-4-(2-((5,6,7,8-tetrahydro-1,8-naphthyridin-2-yl)methyl)-2,8-diazaspiro[4.5]decane-8-yl)butanoate CC1=NN(C(=C1)C)C=1C=C(C=CC1)[C@H](CC(=O)OC)CN1CCC2(CCN(C2)CC2=NC=3NCCCC3C=C2)CC1